3-(Oxetan-3-ylamino)propionitrile O1CC(C1)NCCC#N